CN[C@@H](CC(=O)[O-])C(=O)[O-].[Na+].[Na+] sodium methylaspartate